ethyl methylsulfonate ammonium salt [NH4+].CS(=O)(=O)OCC